(S)-methyl 2-((2S,4R)-1-(4-methoxy-1H-indole-2-carbonyl)-4-methylpyrrolidine-2-carboxamido)-3-((S)-2-oxopyrrolidin-3-yl)propanoate COC1=C2C=C(NC2=CC=C1)C(=O)N1[C@@H](C[C@H](C1)C)C(=O)N[C@H](C(=O)OC)C[C@H]1C(NCC1)=O